[N+](=O)([O-])C=1C(=NNC1)C 4-nitro-3-methyl-1H-pyrazole